7-chloro-N-(3-methoxy-2,6-dimethylphenyl)-5-methyl-1,6-naphthyridin-8-amine ClC1=NC(=C2C=CC=NC2=C1NC1=C(C(=CC=C1C)OC)C)C